(3S)-5-oxo-1-phenyl-pyrrolidine-3-carboxylic acid O=C1C[C@@H](CN1C1=CC=CC=C1)C(=O)O